Phosphonobutan P(=O)(O)(O)CCCC